C1=CC2=C(C=C1[N+](=O)[O-])S(=O)(=O)NC2=O 6-nitro-1,2-benzisothiazolin-3-one 1,1-dioxide